N[C@@H](CC(=O)O)C(=O)N(C)C (3S)-3-Amino-4-(dimethylamino)-4-oxo-butanoic acid